3-((benzyloxy)methyl)-1-(2-(diethylamino)-7-fluoro-4-isopropylquinolin-6-yl)-4-ethyl-1H-1,2,4-triazol-5(4H)-one C(C1=CC=CC=C1)OCC1=NN(C(N1CC)=O)C=1C=C2C(=CC(=NC2=CC1F)N(CC)CC)C(C)C